Ethyl α-methylolacrylate C(O)C(C(=O)OCC)=C